ClC1=CC=C(C=C1)NC(=O)N1CCN(CC1)C1=NC(=NO1)C1=CC=C(C=C1)OC N-(4-chlorophenyl)-4-(3-(4-methoxyphenyl)-1,2,4-oxadiazol-5-yl)piperazine-1-carboxamide